chloromethylmethyldiethoxysilane ClC[Si](OCC)(OCC)C